7-fluoro-4-[2-methoxy-4-(4-piperidyl)phenyl]-N,N-dimethyl-6-[1-[3-(triazol-1-yl)propanoyl]-3,6-dihydro-2H-pyridin-5-yl]-1H-indole-2-carboxamide FC=1C(=CC(=C2C=C(NC12)C(=O)N(C)C)C1=C(C=C(C=C1)C1CCNCC1)OC)C1=CCCN(C1)C(CCN1N=NC=C1)=O